CC1([C@]2(C(C[C@H]1CC2)=O)CS(=O)(=O)[O-])C.C(C2=CC=CC=C2)(C2=CC=CC=C2)[NH+]2[C@H](CC2)C (2S)-1-benzhydryl-2-methylazetidinium ((1R,4R)-7,7-dimethyl-2-oxobicyclo[2.2.1]heptan-1-yl)methanesulfonate